BrC1=CC=C(C=C1)N(S(=O)(=O)C1=CC(=C(C2=CC=CC=C12)O)C(=O)OC)CC(C)C methyl 4-(N-(4-bromophenyl)-N-isobutylsulfamoyl)-1-hydroxy-2-naphthoate